ClC1=C(C=CC=C1)C1=C(C(=CC=C1)NC(=O)[C@H]1N(C[C@@H](C1)F)C(=O)OC(C)(C)C)F Tert-butyl (2S,4R)-2-((2'-chloro-2-fluoro-[1,1'-biphenyl]-3-yl) carbamoyl)-4-fluoropyrrolidine-1-carboxylate